C(C)(C)(C)OC(=O)N1CC(CCC1)O[Si](C)(C)C(C)(C)C 3-((tert-butyldimethylsilyl)oxy)piperidine-1-carboxylic acid tert-butyl ester